NC1=C(C2=C(S1)C(=CC=C2)F)C#N 2-amino-3-cyano-7-fluorobenzo[b]thiophen